FC1=CC=2C3=C(N(C2C=C1OC)CC1=CC=C(C=C1)SC)C=CC=N3 8-fluoro-7-methoxy-5-(4-(methylthio)benzyl)-5H-pyrido[3,2-b]indole